F[C@@H]1[C@H](CN(CC1)C(=O)OC(C)(C)C)NC1=NC=C(C(=N1)C1=CN=C2N1C=C(C=C2)[C@@](C(F)(F)F)(C)O)F (3S,4S)-tert-butyl 4-fluoro-3-((5-fluoro-4-(6-((R)-1,1,1-trifluoro-2-hydroxypropan-2-yl)imidazo[1,2-a]pyridin-3-yl)pyrimidin-2-yl)amino)piperidine-1-carboxylate